ethyl 6-(3-(2-hydroxyethyl)-1H-indol-2-yl)-1,2,5,6-tetrahydropyridine-3-carboxylate OCCC1=C(NC2=CC=CC=C12)C1CC=C(CN1)C(=O)OCC